3-[[5-(methylsulfanyl)-1,3,4-thiadiazol-2-yl]carbamoyl]-2,1-benzoxazole-6-carboxylic acid CSC1=NN=C(S1)NC(=O)C=1ON=C2C1C=CC(=C2)C(=O)O